dipyrrolidinyl-ammonium Rhodium nitrat [N+](=O)([O-])[O-].[Rh].N1(CCCC1)[NH2+]N1CCCC1